1-[3-(m-tolyl)-1,2,4-oxadiazol-5-yl]Ethylamine C1(=CC(=CC=C1)C1=NOC(=N1)C(C)N)C